BrC1=C(C(=C(C#N)C(=C1)Cl)Cl)OC1=C(C=CC=C1)C=O 4-bromo-3-(formylphenoxy)-2,6-dichlorobenzonitrile